N-(azetidin-3-yl)-2-(2,3-dichloro-6-hydroxyphenyl)piperidine-4-carboxamide N1CC(C1)NC(=O)C1CC(NCC1)C1=C(C(=CC=C1O)Cl)Cl